C(C)[C@H]1[C@H]([C@H]2[C@@H]3CC[C@H]([C@@H](CCC(=O)O)C)[C@]3(CC[C@@H]2[C@]2(CC[C@H](C[C@@H]12)O)C)C)O (3α,5β,6α,7α)-6-ethyl-3,7-dihydroxy-cholan-24-oic Acid